1-(4-(2-(4-bromophenyl)propan-2-yl)thiazol-2-yl)-3-(3-chloro-4-fluorobenzyl)urea BrC1=CC=C(C=C1)C(C)(C)C=1N=C(SC1)NC(=O)NCC1=CC(=C(C=C1)F)Cl